sodium mono-octadecanoamide C(CCCCCCCCCCCCCCCCC)(=O)N.[Na]